CC=1C=C(C=C(C1OC=1C=C2C3(C(NC2=CC1)=O)CCCC3)C)N3N=C(C(NC3=O)=O)C(=O)O 2-(3,5-dimethyl-4-((2'-oxospiro[cyclopentane-1,3'-indolin]-5'-yl)oxy)phenyl)-3,5-dioxo-2,3,4,5-tetrahydro-1,2,4-triazine-6-carboxylic acid